2-(1-(5-Chloro-2-((6-fluoro-2-methyl-1,2,3,4-tetrahydroisoquinolin-7-yl)amino)pyrimidin-4-yl)-3-methylindolin-3-yl)acetic acid ClC=1C(=NC(=NC1)NC1=C(C=C2CCN(CC2=C1)C)F)N1CC(C2=CC=CC=C12)(C)CC(=O)O